NC=1C=2N(C3=C(N1)C=NC(=C3)C(=O)N3[C@H]1C4=C(O[C@@H](CC3)C1)C=C(C=C4F)C(F)(F)F)C=NC2 (4-aminoimidazo[1,5-a]pyrido[3,4-e]pyrazin-8-yl)((2S,6R)-7-fluoro-9-(trifluoromethyl)-3,4-dihydro-2H-2,6-methanobenzo[b][1,5]oxazocin-5(6H)-yl)methanone